COC1=CC=C(C=C1)CC(=O)NC1(CCN(CC1)C(=O)OC(C)(C)C)C tert-butyl 4-(2-(4-methoxyphenyl) acetamido)-4-methylpiperidine-1-carboxylate